P(=O)(OC1=CC=CC=C1)(OC(C1=C(C=C(C=C1C)C)C)=O)[O-].[Li+] lithium phenyl (2,4,6-trimethyl benzoyl) phosphate